(S)-3-((4-(3-(difluoromethyl)-5-isobutyl-2-(2H-tetrazol-5-yl)phenyl)-2-methylpiperazin-1-yl)methyl)pyridazine FC(C=1C(=C(C=C(C1)CC(C)C)N1C[C@@H](N(CC1)CC=1N=NC=CC1)C)C=1N=NNN1)F